(4aS,9bR)-6-bromo-1,3,4,4a,5,9b-hexahydro-2H-pyrido[4,3-b]indole-2-carboxylic acid ethyl ester C(C)OC(=O)N1C[C@@H]2[C@@H](NC=3C(=CC=CC23)Br)CC1